N-{4-[(3S)-3-aminopiperidin-1-yl]-(7R)-7-hydroxy-6,7-dihydro-5H-cyclopenta[b]pyridin-3-yl}-6-(2,6-difluoro-3-methoxyphenyl)-5-fluoropyridine-2-carboxamide N[C@@H]1CN(CCC1)C1=C2C(=NC=C1NC(=O)C1=NC(=C(C=C1)F)C1=C(C(=CC=C1F)OC)F)[C@@H](CC2)O